ClC=1C=C(NC2(CCC3(C(CC4=CC=CC=C34)CC(COC3=C4C(=NC=C3)CCC4)(C)F)CC2)C(=O)O)C=CC1 (1r,4r)-4-(3-chloroanilino)-2'-{3-[(6,7-dihydro-5H-cyclopenta[b]pyridin-4-yl)oxy]-2-fluoro-2-methylpropyl}-2',3'-dihydrospiro[cyclohexane-1,1'-indene]-4-carboxylic acid